FC=1C=C(C=CC1)C1=CC(=C(S1)C(=O)NC1CCN(CC1)C(=O)OCCCC)NC(=O)N butyl 4-(5-(3-fluorophenyl)-3-ureidothiophene-2-carboxamido)piperidine-1-carboxylate